5-(2-Ethyl-4-methoxy-5-trifluoromethyl-phenoxy)-pyrimidine-2,4-diamine C(C)C1=C(OC=2C(=NC(=NC2)N)N)C=C(C(=C1)OC)C(F)(F)F